NC=1C(=CC(=C(C1)NC1=NC=C(C(=N1)N1CC(C2=NC(=CC=C21)C)(C)C)C(=O)OC(C)C)OC)N(CCN2CCCC2)C isopropyl 2-((5-amino-2-methoxy-4-(methyl (2-(pyrrolidin-1-yl)ethyl) amino)phenyl)amino)-4-(3,3,5-trimethyl-2,3-dihydro-1H-pyrrolo[3,2-b]pyridin-1-yl)pyrimidine-5-carboxylate